Piperidinyl-thiazole C1CCN(CC1)C2=NC=CS2